CN1N=CC(=C1)C1=NC=C(C(=N1)\C=C\N1CCCC1)C(=O)O.FC1=C(C(=CC=C1)F)C(C=NO)(C)C N-[2-(2,6-difluorophenyl)-2-methylpropylidene]hydroxylamine 2-(1-methylpyrazol-4-yl)-4-[(E)-2-pyrrolidin-1-ylethenyl]pyrimidine-5-carboxylat